rac-4-(2,3-dichloro-6-((2-(trimethylsilyl)ethoxy)methoxy)phenyl)-3,3-difluoro-2-oxopyrrolidine-1-carboxylic acid tert-butyl ester C(C)(C)(C)OC(=O)N1C(C([C@@H](C1)C1=C(C(=CC=C1OCOCC[Si](C)(C)C)Cl)Cl)(F)F)=O |r|